FC1=CC=C(C=C1)N1N=CC2=CC(=C(C=C12)C)[C@]12[C@H](CN(C1)S(=O)(=O)C=1C=NN(C1)C)C[C@](C2)(C2=CC=CC=C2)OC 1-(4-fluorophenyl)-5-((3aS,5S,6aR)-5-methoxy-2-((1-methyl-1H-pyrazol-4-yl)sulfonyl)-5-phenylhexahydrocyclopenta[c]pyrrol-3a(1H)-yl)-6-methyl-1H-indazole